NC=1C(N(C(=NN1)C1=C(C=C(C=C1)Br)OC)C(C)C)=O 6-Amino-3-(4-bromo-2-methoxyphenyl)-4-isopropyl-1,2,4-triazin-5(4H)-one